C(=O)C1=CC=C(OC2CCN(CC2)C(=O)OC(C)(C)C)C=C1 Tert-butyl 4-(4-formylphenoxy)piperidin-1-carboxylate